(1S,4r)-4-((5-(5-((dimethylamino)methyl)pyridin-2-yl)-2-(((S)-2-fluorobutyl)amino)pyrimidin-4-yl)amino)cyclohexan-1-ol CN(C)CC=1C=CC(=NC1)C=1C(=NC(=NC1)NC[C@H](CC)F)NC1CCC(CC1)O